4-(ethyl-(4-hydroxybutyl)amino)benzaldehyde C(C)N(C1=CC=C(C=O)C=C1)CCCCO